C1=C(C=CC2=CC=CC=C12)N[C@@H]1CN(CC1)C(=O)OC(C)(C)C tert-butyl (S)-3-(naphthalen-2-ylamino)pyrrolidine-1-carboxylate